3-(pivalamidomethyl)-N-(4-(trifluoromethyl)phenyl)pyrrolidine-1-carboxamide C(C(C)(C)C)(=O)NCC1CN(CC1)C(=O)NC1=CC=C(C=C1)C(F)(F)F